Bis(trimethylsilyl)3-hydroxybutyric acid C[Si](C)(C)C(C(=O)O)(C(C)O)[Si](C)(C)C